(2S,4S)-1-tert-butoxycarbonyl-4-[[6-[4-[3-(methylamino)propyl]-2-oxo-1,4-dihydro-3,1-benzoxazin-5-yl]-2-pyridyl]amino]pyrrolidine-2-carboxylic acid C(C)(C)(C)OC(=O)N1[C@@H](C[C@@H](C1)NC1=NC(=CC=C1)C1=CC=CC2=C1C(OC(N2)=O)CCCNC)C(=O)O